2,9-dimethyl-sebacic acid CC(C(=O)O)CCCCCCC(C(=O)O)C